ClC1=C(C(=O)O)C(=CC=C1NS(=O)(=O)CCCF)F 2-chloro-6-fluoro-3-((3-fluoropropyl)sulfonamido)benzoic acid